2-(4-cyanophenoxy)-2-[4-(ethylsulfonyl)phenyl]-N-(5-methoxybenzothiazol-2-yl)acetamide C(#N)C1=CC=C(OC(C(=O)NC=2SC3=C(N2)C=C(C=C3)OC)C3=CC=C(C=C3)S(=O)(=O)CC)C=C1